7,9-di-tert-butyl-3-(p-methylphenyl)-4-phenyl-1-oxa-2-azaspiro[4.5]deca-2,6,9-trien-8-one C(C)(C)(C)C1=CC2(C(C(=NO2)C2=CC=C(C=C2)C)C2=CC=CC=C2)C=C(C1=O)C(C)(C)C